COCCN1CCC2(CN(CCO2)C2=C(C=CC(=C2C(F)(F)F)OC2=CC=CC=C2)NC(=O)C=2N=C(SC2)C2=CN=NC=C2)CC1 N-{2-[9-(2-methoxyethyl)-1-oxa-4,9-diazaspiro[5.5]undec-4-yl]-4-phenoxy-3-(trifluoromethyl)phenyl}-2-(pyridazin-4-yl)-1,3-thiazole-4-carboxamide